COC(=O)C1=NC(=C(N=C1)N[C@H]1[C@@H](CN(CC1)C(=O)OC(C)(C)C)CC)CC1=CC=C(C=C1)F 5-((trans-1-(tert-Butoxycarbonyl)-3-ethylpiperidin-4-yl)amino)-6-(4-fluorobenzyl)pyrazine-2-carboxylic acid methyl ester